C(OC1=CC=C(C=C1)[N+](=O)[O-])(O[C@@H]1CN(C(C1)=O)C)=O |r| (4-nitrophenyl) [rac-(3S)-1-methyl-5-oxo-pyrrolidin-3-yl] carbonate